O=S1(CCN(CC1)C(NC1=CC=CC=C1)=O)=NC(OCC1=CC=CC=C1)=O benzyl (1-oxido-4-(phenylcarbamoyl)thiomorpholin-1-ylidene)carbamate